C(#N)C1=NC2=CC(=CC(=C2N=C1N1CC2=CC=C(C=C2C1)C(F)F)[C@@H](C)NC1=C(C(=O)O)C=CC=C1)C (R)-2-((1-(2-cyano-3-(5-(difluoromethyl)isoindolin-2-yl)-7-methylquinoxalin-5-yl)ethyl)amino)benzoic acid